Cl.ClC1=C2C=NN(C2=CC=C1N1C(N(C=C1)C=1N(N=C2C1[C@@H](NCC2)C)C2=CC(=C(C(=C2)C)F)C)=O)C 1-(4-chloro-1-methylindazol-5-yl)-3-[(4S)-2-(4-fluoro-3,5-dimethylphenyl)-4-methyl-4,5,6,7-tetrahydropyrazolo[4,3-c]Pyridin-3-yl]Imidazole-2-one hydrochloride